2-Fluoro-1-(3-(7-((1-hydroxycyclobutyl)ethynyl)-3-(4-(trifluoromethyl)phenyl)-1H-pyrazolo[4,3-b]pyridin-1-yl)azetidin-1-yl)prop-2-en-1-one FC(C(=O)N1CC(C1)N1N=C(C2=NC=CC(=C21)C#CC2(CCC2)O)C2=CC=C(C=C2)C(F)(F)F)=C